N-(2-cyano-6-fluorophenyl)-4-(5-((1S,2S)-2-fluorocyclopropyl)-1,2,4-oxadiazol-3-yl)-4-methylpiperidine-1-carboxamide C(#N)C1=C(C(=CC=C1)F)NC(=O)N1CCC(CC1)(C)C1=NOC(=N1)[C@H]1[C@H](C1)F